6-(tert-butyl)-9-hydroxy-10-methoxy-2-oxo-6,7-dihydro-2H-pyrido[2,1-a]Phthalazine-3-carboxylic acid C(C)(C)(C)N1N2C(C3=CC(=C(C=C3C1)O)OC)=CC(C(=C2)C(=O)O)=O